FC1=C(C(=CC=C1C1=CN=C(O1)C)O)N1CC(NS1(=O)=O)=O 5-(2-fluoro-6-hydroxy-3-(2-methyloxazol-5-yl)phenyl)-1,2,5-thiadiazolidin-3-one 1,1-dioxide